(S)-1-(2-aminoethyl)-3-((S)-sec-butyl)-7-chloro-5-phenyl-1,3-dihydro-2H-benzo[e][1,4]diazepin-2-one NCCN1C([C@@H](N=C(C2=C1C=CC(=C2)Cl)C2=CC=CC=C2)[C@@H](C)CC)=O